tert-butyl cumyl peroxide C(C)(C)(C1=CC=CC=C1)OOC(C)(C)C